C(C)(=O)O[C@H]1[C@@H](O[C@]([C@H]1OCC1=CC=CC=C1)(C(F)F)COCC1=CC=CC=C1)N1C(N=C(C(=C1)F)N)=O (2R,3R,4S,5R)-2-(4-amino-5-fluoro-2-oxopyrimidin-1(2H)-yl)-4-(benzyloxy)-5-((benzyloxy)methyl)-5-(difluoromethyl)tetrahydrofuran-3-yl acetate